2-azabicyclo[2.1.1]hexan C12NCC(C1)C2